ClC1=NN=C2N1C1=CC=CC=C1C(=N2)N(C)C2=CC(=CC=C2)C=2C=NC(=CC2)F chloro-N-(3-(6-fluoropyridin-3-yl)phenyl)-N-methyl-[1,2,4]triazolo[4,3-a]quinazolin-5-amine